chlorine 5-chloromethyl-thiazole ClCC1=CN=CS1.[Cl]